CC=CC=O 2-buten-4-one